2-[3-fluoro-4-[4-[[5-(4-hydroxy-1-piperidyl)-2-pyridyl]amino]-5-oxo-6H-1,6-naphthyridin-2-yl]phenyl]-2-methyl-propane-nitrile FC=1C=C(C=CC1C1=NC=2C=CNC(C2C(=C1)NC1=NC=C(C=C1)N1CCC(CC1)O)=O)C(C#N)(C)C